C1(CCCC1)C1=CC=C(C=C1)B(O)O 4-CYCLOPENTYLPHENYLBORONIC ACID